3,5-dichloropyridine-2-carboxylic acid ClC=1C(=NC=C(C1)Cl)C(=O)O